(S)-N-(5-fluoro-6-(4-((R)-2-methyl-1,1-dioxidotetrahydrothiophen-2-yl)-1H-imidazol-1-yl)pyridin-3-yl)-2-(5-methyl-3-(trifluoromethyl)-1H-pyrazol-1-yl)propanamide FC=1C=C(C=NC1N1C=NC(=C1)[C@@]1(S(CCC1)(=O)=O)C)NC([C@H](C)N1N=C(C=C1C)C(F)(F)F)=O